C(CCCCCCCCCCCCCCCCC)C=1C=C(CN)C=C(C1CCCCCCCCCCCCCCCCCC)CCCCCCCCCCCCCCCCCC 3,4,5-trioctadecyl-benzylamine